4-(1-Cyclohexyl-4-(4-fluorophenyl)-1H-imidazol-5-yl)-N-ethylpyrimidin-2-amine C1(CCCCC1)N1C=NC(=C1C1=NC(=NC=C1)NCC)C1=CC=C(C=C1)F